6-amino-4-((2-(5-cyclopropylpyrimidin-2-yl)propan-2-yl)amino)-1-methylquinolin-2(1H)-one NC=1C=C2C(=CC(N(C2=CC1)C)=O)NC(C)(C)C1=NC=C(C=N1)C1CC1